O=C1N(CCC(N1)=O)C=1C=C(OCC(=O)NC2CCN(CC2)CC2CCN(CC2)CC(=O)O)C=CC1C 2-[4-[[4-[[2-[3-(2,4-Dioxohexahydropyrimidin-1-yl)-4-methyl-phenoxy]acetyl]amino]-1-piperidyl]methyl]-1-piperidyl]acetic acid